C(C1=CC=CC=C1)OCC1=NN(C(N1CC)=O)C1=NC(=C(C(=O)OC(C)C)C=C1F)Cl isopropyl 6-(3-((benzyloxy)methyl)-4-ethyl-5-oxo-4,5-dihydro-1H-1,2,4-triazol-1-yl)-2-chloro-5-fluoronicotinate